FC=1C=C(C=CC1OC1=CC=NC2=CC(=CN=C12)OC)NC(=O)C1=CN(C=C(C1=O)C1=CC=C(C=C1)F)OC N-[3-Fluoro-4-[(7-methoxy-1,5-naphthyridin-4-yl)oxy]phenyl]-5-(4-fluorophenyl)-1-methoxy-4-oxopyridine-3-carboxamide